(3-{[4-acetyl-5-(fluoromethoxy)pyridin-3-yl]oxy}propyl)carbamic acid tert-butyl ester C(C)(C)(C)OC(NCCCOC=1C=NC=C(C1C(C)=O)OCF)=O